CN1N=CC=C1C(=O)N[C@@H](C(F)(F)F)CC 1-methyl-N-[(2R)-1,1,1-trifluorobutan-2-yl]-1H-pyrazole-5-carboxamide